N-(5-((6-((S)-3-(3-chloro-2-methoxybenzyl)isoxazolidine-2-yl)pyrimidine-4-yl)amino)-2-(4-(4-cyclopropyl-piperazine-1-yl)piperidine-1-yl)-4-methoxyphenyl)acrylamide ClC=1C(=C(C[C@@H]2N(OCC2)C2=CC(=NC=N2)NC=2C(=CC(=C(C2)NC(C=C)=O)N2CCC(CC2)N2CCN(CC2)C2CC2)OC)C=CC1)OC